5-[2-fluoro-6-hydroxy-4-[(1H-imidazol-2-ylamino)methyl]phenyl]-1,1-dioxo-1,2,5-thiadiazolidin-3-one FC1=C(C(=CC(=C1)CNC=1NC=CN1)O)N1CC(NS1(=O)=O)=O